3-(6-Oxo-2-(pyridin-2-yl)-4,6-dihydro-5H-thieno[2,3-c]pyrrol-5-yl)piperidine-2,6-dione O=C1N(CC2=C1SC(=C2)C2=NC=CC=C2)C2C(NC(CC2)=O)=O